2-Chloro-N,N-dimethylethylamin ClCCN(C)C